1,3,5-tris(2-mercaptopropyloxyethyl)-1,3,5-triazine-2,4,6(1H,3H,5H)-trione SC(COCCN1C(N(C(N(C1=O)CCOCC(C)S)=O)CCOCC(C)S)=O)C